5-bromo-2-(3,4-dichlorophenyl)-1-ethyl-6-methyl-4-oxo-pyridine-3-carboxylic acid methyl ester COC(=O)C1=C(N(C(=C(C1=O)Br)C)CC)C1=CC(=C(C=C1)Cl)Cl